The molecule is a benzothiadiazole that is acibenzolar-S-methyl in which the thioester group has been hydrolysed to the corresponding carboxylic acid group. The active herbicide of the proherbicide acibenzolar-S-methyl. It has a role as an antifungal agrochemical, a plant activator and a fungicide. It is a benzothiadiazole and an aromatic carboxylic acid. C1=CC(=C2C(=C1)N=NS2)C(=O)O